C(C(C)C)(=O)O[C@@H]1[C@H](O[C@@]([C@@H]1O)(C#N)C1=CC=C2C(=NC=NN21)N)COC(C)=O (2R,3S,4R,5R)-2-(acetoxymethyl)-5-(4-aminopyrrolo[2,1-f][1,2,4]triazin-7-yl)-5-cyano-4-hydroxytetrahydrofuran-3-yl isobutyrate